acrylamidopyridine C(C=C)(=O)NC1=NC=CC=C1